5-(1-(8-(cyclopropylmethyl)-8-azabicyclo[3.2.1]octan-3-yl)piperidin-4-yl)-4-fluoro-1-methyl-2-(4-(methylsulfonyl)phenyl)-1H-benzo[d]imidazole C1(CC1)CN1C2CC(CC1CC2)N2CCC(CC2)C2=C(C1=C(N(C(=N1)C1=CC=C(C=C1)S(=O)(=O)C)C)C=C2)F